4-Cyclohexanebutyric Acid C1CCC(CC1)CCCC(=O)O